3-(1-Ethoxy-2,2,2-trifluoroethyl)-6-fluoro-2-methoxybenzonitrile C(C)OC(C(F)(F)F)C=1C(=C(C#N)C(=CC1)F)OC